[Na].P(=O)(OC)(OC)OC trimethyl phosphate, sodium salt